NC=1N2C(C=3N(C(N(C3N1)CCN1CCN(CC1)C1=CC=C(C(=O)N)C=C1)=O)C)=CC(=N2)C=2OC=CC2 4-(4-(2-(5-amino-8-(furan-2-yl)-1-methyl-2-oxo-1H-pyrazolo[5,1-i]purin-3(2H)-yl)ethyl)piperazin-1-yl)benzamide